(5R)-5-[4-(2,2-Dimethoxyethoxy)phenyl]-8-(trifluoromethyl)-11,12-dihydro-5H-chromeno[4,3-c]quinolin-2-ol COC(COC1=CC=C(C=C1)[C@H]1OC=2C=C(C=CC2C=2CNC=3C=C(C=CC3C21)O)C(F)(F)F)OC